C(C)C1=C(C(=CC(=C1C)OCC)CC)O 2,6-diethyl-3-methyl-4-ethoxyphenol